1,4,7,10-tetraazacyclododecane-1,4,7,10-tetraacetic acid N1(CCN(CCN(CCN(CC1)CC(=O)O)CC(=O)O)CC(=O)O)CC(=O)O